2-chloro-N1-(4-chloro-3-(pyridin-2-yl)phenyl)-N4-(2-(phenylamino)ethyl)terephthalamide ClC1=C(C(=O)NC2=CC(=C(C=C2)Cl)C2=NC=CC=C2)C=CC(=C1)C(=O)NCCNC1=CC=CC=C1